BrC1=CC=C2CN(C(NC2=C1)=O)C1CN(C1)C(=O)OC(C)(C)C tert-butyl 3-(7-bromo-2-oxo-1,2-dihydroquinazolin-3(4H)-yl)azetidine-1-carboxylate